(1S,2S)-N-(6-(5-chloro-6-fluoro-7-(isoxazol-4-yl)-1H-indazol-4-yl)imidazo[1,2-a]pyrazin-2-yl)-2-fluorocyclopropane-1-carboxamide ClC=1C(=C2C=NNC2=C(C1F)C=1C=NOC1)C=1N=CC=2N(C1)C=C(N2)NC(=O)[C@H]2[C@H](C2)F